F[C@H]1CN(CC[C@H]1O)C(=O)C=1C2=C(N(N1)CC=O)C[C@@H]1[C@H]2C1 2-((3bR,4aR)-3-((3S,4R)-3-fluoro-4-hydroxypiperidine-1-carbonyl)-3b,4,4a,5-tetrahydro-1H-cyclopropa[3,4]cyclopenta[1,2-c]pyrazol-1-yl)ethanone